ethyl-dihydroxyethyl-amine oxide C(C)[NH+](CC(O)O)[O-]